BrC=1C=NC(=NC1)C1=CC=C(CN(CC(=O)[O-])C(C2=CC=C(C=C2)NC(CC2=C(C=C(C=C2)OC)C(F)(F)F)=O)=O)C=C1 N-(4-(5-bromopyrimidin-2-yl)benzyl)-N-(4-(2-(4-methoxy-2-(trifluoro-methyl)phenyl)acetamido)benzoyl)glycinate